butyl eleostearate C(CCCCCCCC=CC=CC=CCCCC)(=O)OCCCC